5-Fluorobenzene FC=1C=CC=CC1